OC1=C(C=CC(=C1)OC(C=C)=O)N1N=C2C(=N1)C=CC=C2 2-(2-hydroxy-4-acryloxyphenyl)benzotriazole